Methyl 3-(3-(4-chlorophenoxy)azetidin-1-yl)-2-(1H-pyrrol-1-yl)benzoate ClC1=CC=C(OC2CN(C2)C=2C(=C(C(=O)OC)C=CC2)N2C=CC=C2)C=C1